2,3,4,5,6-pentahydroxy-benzaldehyde OC1=C(C=O)C(=C(C(=C1O)O)O)O